(3bR,4aR)-ethyl 1-(2-(4-(2,3-dimethylphenyl)piperidin-1-yl)-2-oxoethyl)-3b,4,4a,5-tetrahydro-1H-cyclopropa[3,4]cyclopenta[1,2-c]pyrazole-3-carboxylate CC1=C(C=CC=C1C)C1CCN(CC1)C(CN1N=C(C2=C1C[C@@H]1[C@H]2C1)C(=O)OCC)=O